Cl.CC1=C(C=CC=C1C1=NN=C(O1)C1=CC=C(CN[C@@H](CO)C(=O)O)C=C1)C1=CC=CC=C1 (4-(5-(2-Methyl-[1,1'-biphenyl]-3-yl)-1,3,4-oxadiazol-2-yl)benzyl)-L-serine hydrochloride